1-benzyl-3-(2-ethylhexyl)imidazolium lactate C(C(O)C)(=O)[O-].C(C1=CC=CC=C1)N1C=[N+](C=C1)CC(CCCC)CC